dimethyl-amine oxide (lauryl-dimethylaminoxide) C(CCCCCCCCCCC)CN([O-])C.C[NH+](C)[O-]